BrC=1C(=CC(=C(N)C1)F)F 5-Bromo-2,4-difluoroaniline